Cl.FC(CNO)(F)F N-(2,2,2-trifluoroethyl)hydroxylamine hydrochloride